1,4,5,6-TETRAHYDROPYRIMIDIN-2-AMIN N1C(=NCCC1)N